4-(chloromethyl)-1-methyl-1H-pyrazole hydrochloride salt Cl.ClCC=1C=NN(C1)C